ClC=1C=C2C(=CC(=NC2=CC1)C(F)(F)F)NC1CCC(CC1)NC(C1=CC=CC=C1)=O N-[(1s,4s)-4-{[6-chloro-2-(trifluoromethyl)quinolin-4-yl]amino}cyclohexyl]benzamide